N1([C@H]2[C@@H](CC1)CNC2)C2=CN=CC(=N2)NC=2C1=C(C(=NC2)C2=C3C(=NC=C2)N(C=C3)C)CNC1=O 7-((6-((3aS,6aS)-hexahydropyrrolo[3,4-b]pyrrol-1(2H)-yl)pyrazin-2-yl)amino)-4-(1-methyl-1H-pyrrolo[2,3-b]pyridin-4-yl)-2,3-dihydro-1H-pyrrolo[3,4-c]pyridin-1-one